2-(4-chlorophenyl)-3-(ethylsulfanyl)-4-phenyl-5-hydroxycyclopent-2-en-1-one ClC1=CC=C(C=C1)C=1C(C(C(C1SCC)C1=CC=CC=C1)O)=O